F\C(=C/C(C(F)(F)F)C1=CC(=C(C(=C1)Cl)Cl)Cl)\C1=CC=C(C(=O)O)C=C1 (Z)-4-(1,4,4,4-tetrafluoro-3-(3,4,5-trichlorophenyl)but-1-en-1-yl)benzoic acid